BrC1=CC2=CN(N=C2C=C1)CC(C)(O)C 1-(5-Bromo-2H-indazol-2-yl)-2-methylpropan-2-ol